FN1CN2C(C=C1N[C@H](C)C=1C(=NC=CC1)OC)=C(C=N2)C(=O)NC=2C=C(C=CC2C)S(=O)(=O)OC2CCC2 Cyclobutyl (1R,3R)-3-(6-fluoro-5-(((R)-1-(2-methoxypyridin-3-yl)ethyl)amino)pyrazolo[1,5-c]pyrimidine-3-carboxamido)4-methylbenzenesulfonate